NC=1C(=NC=NC1Cl)NC=1C=C(C=CC1N1CCN(CC1)C)C1=CC(=CC=C1)NC(=O)C1CCN(CC1)C N-(3'-((5-amino-6-chloropyrimidin-4-yl)amino)-4'-(4-methylpiperazin-1-yl)-[1,1'-biphenyl]-3-yl)-1-methylpiperidine-4-carboxamide